B([O-])([O-])[O-].[K+].C(C(=O)N=C=O)(=O)N=C=O.[K+].[K+] oxalic acid diisocyanate potassium borate